ethyl-4-cyano-5-(3,4-difluorophenyl)-1-(pyridin-2-yl)-1H-pyrazole C(C)C1=NN(C(=C1C#N)C1=CC(=C(C=C1)F)F)C1=NC=CC=C1